FC1=C(C=C(C=C1)F)C1N(CCC1)C1=NN2C(N=CC=C2)=C1 (2-(2,5-difluorophenyl)pyrrolidin-1-yl)pyrazolo[1,5-A]pyrimidine